COC1=C(C(=CC=C1)OC)P(C1=C(C=CC=C1OC)OC)NC(N(C)C)=O (bis(2,6-dimethoxyphenyl)phosphino)-1,1-dimethylurea